FP1(OC(C(O1)C1CCCCC1)C1CCCCC1)(OCC(C)C)F 2,2-difluoro-2-isobutoxy-[4,5-dicyclohexyl]-1,3,2-dioxaphospholane